BrC=1C=C(C=CC1)NC=1C(CCCC1)=O ((3-bromophenyl)amino)cyclohex-2-enone